bromo-8'-chloro-1',5'-dioxo-1',5'-dihydro-2'H-spiro[cyclohexane-1,3'-imidazo[1,5-a]pyridine]-4-carbonitrile BrN1C2(N3C(=C(C=CC3=O)Cl)C1=O)CCC(CC2)C#N